4-(5-amino-1-(1-(but-2-ynyl)pyrrolidin-3-yl)imidazo[1,5-c]pyrimidin-3-yl)-N-(4-cyanopyridin-2-yl)-2-(trifluoromethyl)benzamide NC1=NC=CC=2N1C(=NC2C2CN(CC2)CC#CC)C2=CC(=C(C(=O)NC1=NC=CC(=C1)C#N)C=C2)C(F)(F)F